[Cl-].NC1=C[N+](=NO1)C(CC1=CC(=C(C=C1)Cl)Cl)C 5-amino-3-(1-(3,4-dichlorophenyl)propan-2-yl)-1,2,3-oxadiazol-3-ium chloride